tert-butyl (2R,5R)-2-{[(4-bromopyridin-3-yl)oxy]methyl}-5-methylpyrrolidine-1-carboxylate BrC1=C(C=NC=C1)OC[C@@H]1N([C@@H](CC1)C)C(=O)OC(C)(C)C